FC(C)(F)C1=NC(=CC(=N1)NC1=CC(=NC=C1C=1N=C(SC1)C)NC(C)=O)C N-(4-((2-(1,1-difluoroethyl)-6-methylpyrimidin-4-yl)amino)-5-(2-methylthiazol-4-yl)pyridin-2-yl)acetamide